(2S,5R,6R)-allyl 6-((R)-2-amino-2-phenylacetamido)-3,3-dimethyl-7-oxo-4-thia-1-azabicyclo[3.2.0]heptane-2-carboxylate N[C@@H](C(=O)N[C@H]1[C@H]2SC([C@@H](N2C1=O)C(=O)OCC=C)(C)C)C1=CC=CC=C1